[N+](=O)([O-])C1=C(C=C(C=C1)C)C 4-nitro-m-xylene